CN1N=CC(=C1)C1=C2C(=NC=C1)N(N=C2CNC(C=C)=O)C2=CC=C(C=C2)OC(F)(F)F N-((4-(1-Methyl-1H-pyrazol-4-yl)-1-(4-(trifluoromethoxy)phenyl)-1H-pyrazolo[3,4-b]pyridin-3-yl)methyl)acrylamide